methyl 2-fluoro-4-iodobenzoate FC1=C(C(=O)OC)C=CC(=C1)I